2-((1-(2-(Ethyl(2-hydroxyethyl)amino)-2-oxoethyl)-4-methyl-1H-pyrazol-3-yl)amino)-N-(3-hydroxy-2,6-dimethylphenyl)thiazole-5-carboxamide C(C)N(C(CN1N=C(C(=C1)C)NC=1SC(=CN1)C(=O)NC1=C(C(=CC=C1C)O)C)=O)CCO